2-(3-cyanophenyl)-3-(2,6-dimethyl-4-pyridinyl)pyrazolo[1,5-a]Pyrimidine-5-carboxylic acid hydrochloride Cl.C(#N)C=1C=C(C=CC1)C1=NN2C(N=C(C=C2)C(=O)O)=C1C1=CC(=NC(=C1)C)C